N-(4-((5-(2-aminopyridin-3-yl)isoxazol-3-yl)methyl)benzyl)-2-methylpyrimidin-4-amine NC1=NC=CC=C1C1=CC(=NO1)CC1=CC=C(CNC2=NC(=NC=C2)C)C=C1